(2S,3S)-3-(tert-Butoxycarbonylamino)-3-(4-chlorophenyl)-2-methyl-propanoic Acid C(C)(C)(C)OC(=O)N[C@@H]([C@@H](C(=O)O)C)C1=CC=C(C=C1)Cl